ClC1=C(C(=CC=C1Cl)O)[C@H]1C[C@H]2C=CCC(N2C1)=O (2R,8aS)-2-(2,3-dichloro-6-hydroxyphenyl)-2,3,6,8a-tetrahydro-1H-indolizin-5-one